[Si](C)(C)(C(C)(C)C)OC=1C=C(C=CC1O[Si](C)(C)C(C)(C)C)/C=C/C(=O)O (E)-3-(3,4-bis(t-butyldimethylsilyloxy)phenyl)acrylic acid